(S)-2-bromo-1-(tetrahydrofurane-2-yl)ethan-1-one BrCC(=O)[C@H]1OCCC1